CC1=C(C=CC(=C1)N1CCC2=CC=C(C=C12)C)C=1C=C2CCN[C@@H](C2=CC1)CNC1=C(C(=O)O)C=CN=C1 (s)-3-(((6-(2-methyl-4-(6-methyl-indolin-1-yl)phenyl)-1,2,3,4-tetrahydroisoquinolin-1-yl)methyl)amino)isonicotinic acid